3,3-difluorocyclobutanamine, hydrochloride Cl.FC1(CC(C1)N)F